(3,4-dinitrophenyl)(morpholino)methanone [N+](=O)([O-])C=1C=C(C=CC1[N+](=O)[O-])C(=O)N1CCOCC1